N-(4-(7-((1-ethylpyrrolidin-3-yl)methoxy)-6-methoxyquinazolin-4-yl)phenyl)-2-(4-(trifluoromethyl)phenyl)acetamide C(C)N1CC(CC1)COC1=C(C=C2C(=NC=NC2=C1)C1=CC=C(C=C1)NC(CC1=CC=C(C=C1)C(F)(F)F)=O)OC